C([C@H](CCO)O)O (S)-(-)-1,2,4-Butantriol